3-{5-[4-(3,3-difluoropiperidin-4-yl)piperazin-1-yl]-3-methyl-2-oxo-1,3-benzodiazol-1-yl}piperidine-2,6-dione FC1(CNCCC1N1CCN(CC1)C1=CC2=C(N(C(N2C)=O)C2C(NC(CC2)=O)=O)C=C1)F